NC=1C=C(C(=O)OC)C=CC1OCCC methyl 3-amino-4-propoxybenzoate